C(C1=CC=CC=C1)O[C@@H]1[C@@H](CO[C@@H]([C@@H]1OCC1=CC=CC=C1)COCC1=CC=CC=C1)N(C(C)=O)C N-((3R,4R,5R,6R)-4,5-bis(benzyloxy)-6-((benzyloxy)methyl)tetrahydro-2H-pyran-3-yl)-N-methylacetamide